2-(1,1-dioxo-1,4-thiazinan-4-yl)ethanol O=S1(CCN(CC1)CCO)=O